C(C1=CC=CC=C1)OC1=C(C=CC(=C1)S(=O)(=O)C)C1=NN=C(C2=CC(=CC=C12)C)N[C@H]1CN(CCC1)CC 4-(2-benzyloxy-4-methylsulfonyl-phenyl)-N-[(3R)-1-ethyl-3-piperidyl]-7-methyl-phthalazin-1-amine